IC1=CC=C(N=N1)OC1CC2CCC(C1)N2C(=O)OC(C)(C)C tert-butyl (exo)-3-[(6-iodopyridazin-3-yl)oxy]-8-azabicyclo[3.2.1]octane-8-carboxylate